1,1,1,3,3,5,5,5-Octachloropentane ClC(CC(CC(Cl)(Cl)Cl)(Cl)Cl)(Cl)Cl